CON(C(=O)C1(CCCC1)NC(OC(C)(C)C)=O)C tert-butyl (1-(methoxy(methyl)carbamoyl)cyclopentyl)carbamate